8-hydroxy-3-[(1-{[4-(trifluoromethyl)phenyl]methyl}-1,2,3-triazacyclopent-4-yl)methyl]-1,2,3,4-tetrahydroquinazoline-2,4-dione OC=1C=CC=C2C(N(C(NC12)=O)CC1NNN(C1)CC1=CC=C(C=C1)C(F)(F)F)=O